CN(C1(CCC2(CN(C(N2)=O)C=2C=NC(=CC2C)C(F)(F)F)CC1)C1=CC(=CC(=C1)C)F)C cis-8-dimethylamino-8-(3-fluoro-5-methyl-phenyl)-3-[4-methyl-6-(trifluoromethyl)-pyridin-3-yl]-1,3-diazaspiro[4.5]decan-2-one